OC=1C=C(C2=CC=CC=C2C1)N1CC=2N=C(N=C(C2CC1)N1CCN(CC1)C(C=C)=O)OC[C@H]1CN(CC1)C(=O)OC(C)(C)C tert-butyl (3R)-3-[[7-(3-hydroxy-1-naphthyl)-4-(4-prop-2-enoylpiperazin-1-yl)-6,8-dihydro-5H-pyrido[3,4-d]pyrimidin-2-yl]oxymethyl]pyrrolidine-1-carboxylate